CNC(C)C N-methylpropan-2-amine